(1S)-1-[3-(2-cyclopropyl-4-pyridyl)-1,2,4-oxadiazol-5-yl]ethanamine hydrochloride Cl.C1(CC1)C1=NC=CC(=C1)C1=NOC(=N1)[C@H](C)N